C[C@@H]1CC[C@H](N(C1)C(C(=O)NC=1C=C(C=NC1)C(=O)N)=O)C1=CC=C(C=C1)NC 5-[[2-[(2S,5R)-5-methyl-2-[4-(methylamino)phenyl]-1-piperidyl]-2-oxo-acetyl]amino]pyridine-3-carboxamide